(E)-1-(2-Hydroxyphenyl)-3-(4-methoxyphenyl)prop-2-en-1-one OC1=C(C=CC=C1)C(\C=C\C1=CC=C(C=C1)OC)=O